2,2-dichloroacetyl isocyanate ClC(C(=O)N=C=O)Cl